COC(CCOCCOCCOCCOCCOCCOS(=O)(=O)C1=CC=C(C)C=C1)=O.OC1=C(C=C(C=C1)C)N1N=C2C(=N1)C=CC=C2 2-(2'-hydroxy-5-methylphenyl)benzotriazole methyl-1-(tosyloxy)-3,6,9,12,15-pentaoxaoctadecan-18-oate